1-(5-bromo-2-(tetrahydro-2H-pyran-4-yl)benzyl)pyrrolidine BrC=1C=CC(=C(CN2CCCC2)C1)C1CCOCC1